6-O-methyl-α-D-galacturonic acid COC([C@@H]1[C@@H]([C@@H]([C@H]([C@@H](O)O1)O)O)O)=O